1-methyl-2-oxo-3-(3-(4,4,5,5-tetramethyl-1,3,2-dioxaborolan-2-yl)phenyl)azetidin-3-yl acetate C(C)(=O)OC1(C(N(C1)C)=O)C1=CC(=CC=C1)B1OC(C(O1)(C)C)(C)C